(2S,3S,4R,5S,6S)-2-(acetoxymethyl)-6-(4-(8-fluoro-2-methyl-4-oxoquinazolin-3(4H)-yl)phenoxy)tetrahydro-2H-pyran C(C)(=O)OC[C@H]1O[C@H](CCC1)OC1=CC=C(C=C1)N1C(=NC2=C(C=CC=C2C1=O)F)C